4-hydroxy-4-(5-((1S,5R)-5-(trifluoromethyl)-3-(8-(trifluoromethyl)quinolin-5-yl)-3-azabicyclo[3.1.0]hexane-1-yl)-1,3,4-oxadiazole-2-yl)piperidine-1-carboxylic acid tert-butyl ester C(C)(C)(C)OC(=O)N1CCC(CC1)(C=1OC(=NN1)[C@@]12CN(C[C@]2(C1)C(F)(F)F)C1=C2C=CC=NC2=C(C=C1)C(F)(F)F)O